FC=1N=C(SC1CN1C[C@]2(C[C@@H]1C)CC=1C(=CNC(C1)=O)O2)NC(C)=O N-(4-Fluoro-5-(((2R,5'S)-5'-methyl-5-oxo-5,6-dihydro-3H-spiro[furo[2,3-c]pyridine-2,3'-pyrrolidin]-1'-yl)methyl)thiazol-2-yl)acetamide